(2-Bromo-4-chlorophenyl)(4-chlorophenyl)sulfane BrC1=C(C=CC(=C1)Cl)SC1=CC=C(C=C1)Cl